8-((4-fluorophenyl)amino)-2-methyl-3-oxo-3,4-dihydroquinoxaline-6-carbaldehyde FC1=CC=C(C=C1)NC=1C=C(C=C2NC(C(=NC12)C)=O)C=O